sodium Ethyl oxazolate O1C(=NC=C1)C(=O)OCC.[Na]